(4,6-dimethylpyridin-2-yl)-4-((4-(3-hydroxyphenyl)thiazol-2-yl)amino)benzamide CC1=CC(=NC(=C1)C)C1=C(C(=O)N)C=CC(=C1)NC=1SC=C(N1)C1=CC(=CC=C1)O